[Mn].[Ni].[Na] sodium Nickel manganese